O1C(=NC2=C1C=CC=C2)C2=C(C(N(C(=N2)N(C)[C@@H](C2=CC=CC=C2)C21CC(C2)C1)C)=O)O (R)-6-(benzo[d]oxazol-2-yl)-2-((bicyclo[1.1.1]pentan-1-yl(phenyl)methyl)(methyl)amino)-5-hydroxy-3-methylpyrimidin-4(3H)-one